CN(C)CC=1N=C(SC1)N(CC1=CC(=CC=C1)N1CCN(CC1)C)CC1=CC(=CC=C1)OC 4-((dimethylamino)methyl)-N-(3-methoxybenzyl)-N-(3-(4-methylpiperazin-1-yl)benzyl)thiazol-2-amine